C(CC1=CC=CC=C1)OC=1C=C(OC[C@@H](CNC(C)C)O)C=CC1OCCC1=CC=CC=C1 (R)-1-(3,4-Diphenethoxyphenoxy)-3-(isopropylamino)propan-2-ol